(±)-2-Cyano-4-(3-(4,5-dichloro-1-methyl-1H-indole-2-carboxamido)tetrahydrofuran-3-yl)benzoic acid C(#N)C1=C(C(=O)O)C=CC(=C1)[C@]1(COCC1)NC(=O)C=1N(C2=CC=C(C(=C2C1)Cl)Cl)C |r|